OCCCCN1N=NC2=C1C=CC(=C2C)C(CC(=O)OCC)C2=CC(=C(C=C2)C)CN2S(OC1=C(C2)C=C(C(=C1)OC)O)(=O)=O ethyl 3-[1-(4-hydroxybutyl)-4-methyl-1H-benzotriazol-5-yl]-3-{3-[(6-hydroxy-7-methoxy-2,2-dioxo-2H-1,2λ6,3-benzoxathiazin-3(4H)-yl)methyl]-4-methylphenyl}propanoate